FC(C1=NN=C(S1)C1=NC(=NC2=C(C=C(C=C12)S(=O)(=O)NC1(CC1)C)N1C[C@@H](N[C@H](C1)C)C)N(C)C)F 4-(5-(difluoromethyl)-1,3,4-thiadiazol-2-yl)-2-(dimethylamino)-8-((3S,5S)-3,5-dimethylpiperazin-1-yl)-N-(1-methylcyclopropyl)quinazoline-6-sulfonamide